6-[2-(1-Azabicyclo[2.2.2]oct-4-yl)-4-fluoro-1,3-benzothiazol-6-yl]-2,8-dimethylimidazo[1,2-b]pyridazin-Hydrochlorid Cl.N12CCC(CC1)(CC2)C=2SC1=C(N2)C(=CC(=C1)C=1C=C(C=2N(N1)C=C(N2)C)C)F